(R)-2-amino-3-(7-(hydroxymethyl)thieno[3,2-b]pyridine-2-carboxamido)propionic acid N[C@@H](C(=O)O)CNC(=O)C1=CC2=NC=CC(=C2S1)CO